ClC1=C(C=NC=C1)N1CC2(CN(C2)C(=O)[O-])C1 6-(4-chloropyridin-3-yl)-2,6-diazaspiro[3.3]heptane-2-carboxylate